tert-butyl 7-(bromomethyl)-3,4-dihydro-1,8-naphthyridine-1(2H)-carboxylate BrCC1=CC=C2CCCN(C2=N1)C(=O)OC(C)(C)C